4-ethoxy-4-hydroxybenzaldehyde C(C)OC1(CC=C(C=O)C=C1)O